C(C)(C)(C)OC(=O)N1[C@@H](CN([C@H](C1)COC)C=1C=2C(N(C(C1)=O)C)=CN(N2)C2OCCCC2)CC (2R,5R)-2-ethyl-5-(methoxymethyl)-4-(4-methyl-5-oxo-2-(tetrahydro-2H-pyran-2-yl)-4,5-dihydro-2H-pyrazolo[4,3-b]pyridin-7-yl)piperazine-1-carboxylic acid tert-butyl ester